C(C)C=1C=C(C=CC1)C1=NC=CC=C1C=1C=C2C(=NC1)NN=C2 5-(2-(3-Ethylphenyl)pyridin-3-yl)-1H-pyrazolo[3,4-b]pyridine